5-bromocytosine BrC=1C(=NC(NC1)=O)N